1-(4-acetyl-7-(4-(pyridin-4-yl)thiazol-2-yl)-1,4-diazepan-1-yl)-2-phenoxyethan-1-one C(C)(=O)N1CCN(C(CC1)C=1SC=C(N1)C1=CC=NC=C1)C(COC1=CC=CC=C1)=O